CN1C(=NC(=C1)C(F)(F)F)C1=CC=C(C=C1)CC(=O)O 2-(4-(1-methyl-4-(trifluoromethyl)-1H-imidazol-2-yl)phenyl)acetic acid